(difluoromethyl)-4-methyl-8-(pyrrolidin-1-yl)pyrido[4',3':4,5]thieno[2,3-c]pyridazine FC(F)C1=C(C2=C(N=N1)SC1=C2C=CN=C1N1CCCC1)C